(S)-5-(2-amino-[1,2,4]triazolo[1,5-a]pyridin-7-yl)-N-(5-cyano-2,3-dihydro-1H-indene-1-yl)-1-methyl-1H-indole-3-carboxamide NC1=NN2C(C=C(C=C2)C=2C=C3C(=CN(C3=CC2)C)C(=O)N[C@H]2CCC3=CC(=CC=C23)C#N)=N1